(((9,10-dioxo-9,10-dihydroanthracene-2,6-diyl)bis(oxy))bis(propane-3,1-diyl))bis(phosphonic acid) O=C1C2=CC=C(C=C2C(C=2C=CC(=CC12)OCCCP(O)(O)=O)=O)OCCCP(O)(O)=O